4-[2-(2-{[(S)-3-methyl-1-piperidyl]methyl}-4-mesyl-7-oxo-1,6-dihydro-1,6-diaza-6-indenyl)-6-cyclopropyl-4-pyridyl]-3-(1-methyl-2-imidazolyl)benzonitrile C[C@@H]1CN(CCC1)CC=1NC=2C(N(C=C(C2C1)S(=O)(=O)C)C1=NC(=CC(=C1)C1=C(C=C(C#N)C=C1)C=1N(C=CN1)C)C1CC1)=O